N-(5-bromo-2-hydroxyphenyl)-1-methyl-1H-pyrazole-4-carboxamide BrC=1C=CC(=C(C1)NC(=O)C=1C=NN(C1)C)O